ClC=1N=C(C2=CC=CC=C2C1)N1[C@@H](CCC1)CO (S)-(1-(3-chloroisoquinolin-1-yl)pyrrolidin-2-yl)methanol